4-bromo-2-(2-chloro-1-cyanocyclopropyl)benzoic acid BrC1=CC(=C(C(=O)O)C=C1)C1(C(C1)Cl)C#N